1-Benzyl-N-(9-methyl-8-oxo-6,7,8,9-tetrahydro-5H-imidazo[1,2-a][1,3]diazepin-7-yl)-1H-1,2,3-triazol-4-carboxamid C(C1=CC=CC=C1)N1N=NC(=C1)C(=O)NC1C(N(C=2N(CC1)C=CN2)C)=O